NC=1C2=C(N=CN1)N(C(=C2C2=CC[C@@H](CC2)C(=O)N2[C@@H](CCC2)C)C2=C(C=C(C=C2)NC(C(=C)C)=O)C)C N-(4-(4-amino-7-methyl-5-((R)-4-((R)-2-methylpyrrolidine-1-carbonyl)cyclohex-1-en-1-yl)-7H-pyrrolo[2,3-d]pyrimidin-6-yl)-3-methylphenyl)methacrylamide